C(C)(C)(C)P(C(C)(C)C)CC1=C(C(=CC=C1)CP(C(C)(C)C)C(C)(C)C)CP(C(C)(C)C)C(C)(C)C 1,2,3-tris(di-tert-butylphosphinomethyl)benzene